The molecule is the doubly positive charged ammonium ion obtained from protonation of the four amino groups and deprotonation of the phosphate OH groups of kanamycin A 3'-phosphate; major species at pH 7.3. It is a conjugate acid of a kanamycin A 3'-phosphate. C1[C@H]([C@@H]([C@H]([C@@H]([C@H]1[NH3+])O[C@@H]2[C@@H]([C@H]([C@@H]([C@H](O2)C[NH3+])O)OP(=O)([O-])[O-])O)O)O[C@@H]3[C@@H]([C@H]([C@@H]([C@H](O3)CO)O)[NH3+])O)[NH3+]